ClC1=CC(=CC(=N1)C1=CC(=NC=N1)C(=O)NC)[C@@H]1N(CCN[C@H]1C)S(=O)(=O)C trans-6-(6-chloro-4-(3-methyl-1-(methylsulfonyl)piperazin-2-yl)pyridin-2-yl)-N-methylpyrimidine-4-carboxamide